(2-methyl-1-((1r,4r)-4-(N-methylsulfamoyl)cyclohexyl)propan-2-yl)carbamic acid tert-butyl ester C(C)(C)(C)OC(NC(CC1CCC(CC1)S(NC)(=O)=O)(C)C)=O